OCCONC1=CC=C(C=C1)N 2-hydroxyethyloxy-p-phenylenediamine